methyl 3-[5-[(3R)-3-amino-1,1,4-trioxo-5-[[4-(trifluoromethoxy)phenyl]methyl]-2,3-dihydro-1lambda6,5-benzothiazepin-7-yl]-1,3,4-oxadiazol-2-yl]pyrrolidine-1-carboxylate N[C@H]1CS(C2=C(N(C1=O)CC1=CC=C(C=C1)OC(F)(F)F)C=C(C=C2)C2=NN=C(O2)C2CN(CC2)C(=O)OC)(=O)=O